BrC1=CC(=CC=2C3=CC(=CC=C3N(C12)C(C(=O)O)(C)N1C(C2=CC=CC=C2C1=O)=O)Br)C(NC)=O (1,6-dibromo-3-(methylcarbamoyl)-9H-carbazol-9-yl)-2-(1,3-dioxoisoindolin-2-yl)propionic acid